6-(5,6-dihydro-8H-imidazo[2,1-c][1,4]oxazine-3-carbonyl)-N-(5-(trifluoromethyl)pyridin-3-yl)-4,5,6,7-tetrahydrothieno[2,3-c]pyridine-3-carboxamide N=1C=C(N2C1COCC2)C(=O)N2CC1=C(CC2)C(=CS1)C(=O)NC=1C=NC=C(C1)C(F)(F)F